1,2,3-thiadiazolo[4,5-d]pyridazine S1N=NC=2C=NN=CC21